methyl 2-chloro-3-((7-cyclobutoxy-4-oxo-3,4-dihydrophthalazin-1-yl)methyl)benzoate ClC1=C(C(=O)OC)C=CC=C1CC1=NNC(C2=CC=C(C=C12)OC1CCC1)=O